(2S,4R)-N-[(S)-(5-cyclopropyl-6-fluoropyridin-2-yl)(phenyl)methyl]-4-fluoro-1-{2-[3-(trifluoromethyl)-1H-pyrazol-1-yl]acetyl}pyrrolidine-2-carboxamide C1(CC1)C=1C=CC(=NC1F)[C@@H](NC(=O)[C@H]1N(C[C@@H](C1)F)C(CN1N=C(C=C1)C(F)(F)F)=O)C1=CC=CC=C1